COC1=C(C=CC(=C1)OC)CN1C(C2(C3=C1N=NC(=C3)C3=C(C=CC=C3)O)CCN(CC2)C(=O)OCC2=CC=CC=C2)=O benzyl 7'-[(2,4-dimethoxyphenyl)methyl]-3'-(2-hydroxyphenyl)-6'-oxospiro[piperidine-4,5'-pyrrolo[2,3-c]pyridazine]-1-carboxylate